8-(methylamino)-5-(5-((S)-2-methylmorpholino)benzo[d]oxazol-2-yl)pyrido[3,4-c]pyridazin CNC1=NC=C(C2=C1N=NC=C2)C=2OC1=C(N2)C=C(C=C1)N1C[C@@H](OCC1)C